CN(C1=CC=C(C=C1)O)[C@@H]1C[NH2+]CC1 |r| 4-[methyl-[rac-(3S)-pyrrolidin-1-ium-3-yl]amino]phenol